(R)-4-fluoro-N-((R,Z)-4-(methylsulfonyl)but-3-en-2-yl)azepane-4-carboxamide F[C@]1(CCNCCC1)C(=O)N[C@H](C)\C=C/S(=O)(=O)C